tert-Butyl (2S,4R)-4-((2,2-difluoroethyl)amino)-2-phenylpiperidine-1-carboxylate FC(CN[C@H]1C[C@H](N(CC1)C(=O)OC(C)(C)C)C1=CC=CC=C1)F